C(#N)C1=C(OC=2C=C3C(N(C=NC3=CC2)[C@@H]2COC3(C2)CCN(CC3)C(=O)OC(C)(C)C)=O)C(=CC=C1F)F tert-butyl (S)-3-(6-(2-cyano-3,6-difluorophenoxy)-4-oxoquinazolin-3(4H)-yl)-1-oxa-8-azaspiro[4.5]decane-8-carboxylate